1,1,1,3,3,3-Hexafluoropropan-2-yl 4-(2-(2-ethyl-2,6-diazaspiro[3.4]octan-6-yl)-4-(trifluoromethyl)benzyl)piperazine-1-carboxylate C(C)N1CC2(C1)CN(CC2)C2=C(CN1CCN(CC1)C(=O)OC(C(F)(F)F)C(F)(F)F)C=CC(=C2)C(F)(F)F